3-(benzylamino)-3-methylbutan-1-ol C(C1=CC=CC=C1)NC(CCO)(C)C